tert-butyl 4-((4-(3-(4-ethylphenoxy)propyl)phenyl)carbamoyl)piperazine-1-carboxylate C(C)C1=CC=C(OCCCC2=CC=C(C=C2)NC(=O)N2CCN(CC2)C(=O)OC(C)(C)C)C=C1